FC1(C(CN(CC1)C1=NC=2CC(CCC2C=C1C(=O)O)C)C)F 2-(4,4-difluoro-3-methylpiperidin-1-yl)-7-methyl-5,6,7,8-tetrahydroquinoline-3-carboxylic acid